N[C@@H]1[C@@H](OCC12CCN(CC2)C=2N=CC(=NC2)CO)C (5-((3S,4S)-4-Amino-3-methyl-2-oxa-8-azaspiro[4.5]dec-8-yl)pyrazin-2-yl)methanol